COC[C@@H](C)NC1=NN2C(C=N1)=C(C=C2)C=2C=NC=1N(C2)C(=CN1)C (R)-N-(1-methoxypropan-2-yl)-5-(3-methylimidazo[1,2-a]pyrimidin-6-yl)pyrrolo[2,1-f][1,2,4]triazin-2-amine